FC1=CC=C(C=C1)N1C(N(C=C(C1=O)C(=O)O)[C@@H](CO)C)=O 3-(4-fluorophenyl)-1-[(1R)-2-hydroxy-1-methyl-ethyl]-2,4-dioxo-pyrimidine-5-carboxylic acid